O=S1(CCCC2=CC(=CC=C12)NC1=NC=C(C(=N1)N[C@H](CO)C1=CC=CC=C1)C1=NC(=NO1)C)=O (2S)-2-[[2-[(1,1-dioxo-3,4-dihydro-2H-thiochromen-6-yl)amino]-5-(3-methyl-1,2,4-oxadiazol-5-yl)pyrimidin-4-yl]amino]-2-phenyl-ethanol